C(C)(=O)NC=1C=C(CNC2=NC=C(C(=O)N[C@H]3COC4=CC(=CC=C4C3)N3CCNCC3)C=C2)C=CC1 (R)-6-((3-acetamidobenzyl)amino)-N-(7-(piperazin-1-yl)chroman-3-yl)nicotinamide